4-(2-Amino-2-methylpropanoyl)-N-(1-(4-(2-((azetidin-3-ylmethyl)(ethyl)amino)propyl)phenyl)-2-oxo-1,2-dihydropyrimidin-4-yl)piperazine-1-carboxamide hydrochloride salt Cl.NC(C(=O)N1CCN(CC1)C(=O)NC1=NC(N(C=C1)C1=CC=C(C=C1)CC(C)N(CC)CC1CNC1)=O)(C)C